(E)-5-phenyl-3-((3-((E)-4-(piperidin-1-ylmethyl)styryl)-1H-Indazol-6-yl)methylene)pyrrolidin-2-one C1(=CC=CC=C1)C1C\C(\C(N1)=O)=C/C1=CC=C2C(=NNC2=C1)\C=C\C1=CC=C(C=C1)CN1CCCCC1